(S)-2-((2-((S)-4-(Difluoromethyl)-2-oxooxazolidin-3-yl)-5,6,10,11-tetrahydrocyclobuta[5,6]benzo[1,2-f]imidazo[1,2-d][1,4]oxazepin-9-yl)amino)-2-methoxyacetamide FC([C@H]1N(C(OC1)=O)C=1N=C2N(CCOC3=C2C2=C(C(=C3)N[C@H](C(=O)N)OC)CC2)C1)F